(1-(2,4,6-trimethylanilino)ethyl)-6-(1-(2,4-bis-benzhydryl-6-cyclododecylanilino)ethyl)pyridine CC1=C(NC(C)C2=NC(=CC=C2)C(C)NC2=C(C=C(C=C2C2CCCCCCCCCCC2)C(C2=CC=CC=C2)C2=CC=CC=C2)C(C2=CC=CC=C2)C2=CC=CC=C2)C(=CC(=C1)C)C